1'-[2-(4-methanesulfonyl-phenoxy)ethyl]-2-oxo-1,2-dihydrospiro[indole-3,4'-piperidine]-5-carbonitrile CS(=O)(=O)C1=CC=C(OCCN2CCC3(CC2)C(NC2=CC=C(C=C23)C#N)=O)C=C1